C1(=CC(=CC=C1)CO)C1=CC(=CC=C1)CO [1,1'-biphenyl]-3,3'-diyl-dimethanol